FC=1C=C(C=NC1C)/C=C/C(=O)C1=C(C=CS1)C (E)-5-(3-(5-fluoro-6-methylpyridin-3-yl)acryloyl)-4-methylthiophene